(R)-6-ethyl-5-methyl-3-((3-(2-(2-(methylamino)propanamido)ethyl)phenyl)amino)pyrazine-2-carboxamide C(C)C1=C(N=C(C(=N1)C(=O)N)NC1=CC(=CC=C1)CCNC([C@@H](C)NC)=O)C